O=C1N(C(C2=CC=CC=C12)=O)OC(=O)C1N(C(OC1)(C)C)C(=O)OC(C)(C)C 2,2-Dimethyloxazolidine-3,4-dicarboxylic acid 3-(tert-butyl) 4-(1,3-dioxoisoindolin-2-yl) ester